Tert-butyl (2R,3R)-2-methyl-3-{[4-(trifluoromethyl)benzenesulfonyl]oxy}azetidine-1-carboxylate C[C@H]1N(C[C@H]1OS(=O)(=O)C1=CC=C(C=C1)C(F)(F)F)C(=O)OC(C)(C)C